P(O)(O)(O)=S.P(=S)(SC)(OC)O dimethyl dithiophosphate Phosphorothioate